BrC1=NC(=CC=C1)C1=NN=CN1C1=CC=C(C=C1)OC 2-Bromo-6-(4-(4-methoxyphenyl)-4H-1,2,4-triazol-3-yl)pyridine